4-(2-Cyclopropyl-6-{4-fluoro-6-[(1S,4S)-2-oxa-5-azabicyclo[2.2.1]heptan-5-ylmethyl]-1-oxo-3H-isoindol-2-yl}pyridin-4-yl)-3-(4-methyl-1,2,4-triazol-3-yl)benzonitrile C1(CC1)C1=NC(=CC(=C1)C1=C(C=C(C#N)C=C1)C1=NN=CN1C)N1C(C2=CC(=CC(=C2C1)F)CN1[C@@H]2CO[C@H](C1)C2)=O